2-acetyl-10-(5-chloro-3-fluoropyridin-2-yl)-7-(4-(difluoromethyl)benzyl)-2,7,10-triazadispiro[3.1.56.14]dodecane-8,11-dione C(C)(=O)N1CC2(C1)CC1(N(C(CN(C1=O)C1=NC=C(C=C1F)Cl)=O)CC1=CC=C(C=C1)C(F)F)C2